FC1=CC2=C(NC(=N2)CC2=C(C=C(C=C2)Cl)F)C=C1 5-fluoro-2-(2-fluoro-4-chlorobenzyl)-1H-benzimidazole